4-(3-(azetidin-3-yl)-5-chlorophenoxy)-2,5-difluoro-N-(1,2,4-thiadiazol-5-yl)benzenesulfonamide N1CC(C1)C=1C=C(OC2=CC(=C(C=C2F)S(=O)(=O)NC2=NC=NS2)F)C=C(C1)Cl